CN(C=1C(=NC=CC1)NC1=NC(=NS1)C1=NC=CC2=C1CN(C2)C)C N3,N3-dimethyl-N2-(3-(2-methyl-2,3-dihydro-1H-pyrrolo[3,4-c]pyridin-4-yl)-1,2,4-thia-diazol-5-yl)pyridine-2,3-diamine